(8-fluoro-4-(2-hydroxy-prop-2-yl)quinolin-6-yl)boronic acid FC=1C=C(C=C2C(=CC=NC12)C(C)(C)O)B(O)O